ClC=1C=NC=CC1CC=1N=C(NC1)[C@H](C(F)(F)F)O |r| (rac)-1-(4-((3-Chloropyridin-4-yl)methyl)-1H-imidazol-2-yl)-2,2,2-trifluoroethan-1-ol